methyl (R)-1-(3-(bromomethyl)phenyl)piperidine-2-carboxylate BrCC=1C=C(C=CC1)N1[C@H](CCCC1)C(=O)OC